N-(6-(2H-1,2,3-triazol-2-yl)-5-(trifluoromethyl)pyridin-3-yl)-4-methyl-2-(2-(trifluoromethyl)phenyl)pyrimidine-5-carboxamide N=1N(N=CC1)C1=C(C=C(C=N1)NC(=O)C=1C(=NC(=NC1)C1=C(C=CC=C1)C(F)(F)F)C)C(F)(F)F